Tetrahydroquinoline ethyl-7-(2,2-dimethylcyclobutyl)-5-methylbicyclo[3.2.1]octane-1-carboxylate C(C)OC(=O)C12CCCC(CC1C1C(CC1)(C)C)(C2)C.N2CCCC1=CC=CC=C21